benzyl 8-(4-oxo-4,9-dihydro-3H-pyrimido[4,5-b]indol-7-yl)-2,8-diazaspiro[4.5]decane-2-carboxylate O=C1NC=NC=2NC3=CC(=CC=C3C21)N2CCC1(CCN(C1)C(=O)OCC1=CC=CC=C1)CC2